CN1CCCC1 N-methyl-pyrrolidine